ethyl 2-(3-bromo-5-fluoro-2-pyridyl)propanoate BrC=1C(=NC=C(C1)F)C(C(=O)OCC)C